tert-butyl (2S)-2-(4-bromo-3-fluoro-phenyl)morpholine-4-carboxylate BrC1=C(C=C(C=C1)[C@H]1CN(CCO1)C(=O)OC(C)(C)C)F